N-(3,4-dichlorobenzoyl)-O-(trans-3-(2-(5,6,7,8-tetrahydro-1,8-naphthyridin-2-yl)ethyl)cyclobutyl)homoserine ClC=1C=C(C(=O)N[C@@H](CCO[C@@H]2C[C@H](C2)CCC2=NC=3NCCCC3C=C2)C(=O)O)C=CC1Cl